6-bromo-N-(2-methoxy-4-((5-methoxy-2-(piperazin-1-yl)pyrimidin-4-yl)amino)phenyl)picolinamide BrC1=CC=CC(=N1)C(=O)NC1=C(C=C(C=C1)NC1=NC(=NC=C1OC)N1CCNCC1)OC